(2R,4S)-4-(3-bromo-4-chlorobenzyl)pyrrolidine-1,2-dicarboxylic acid 2-benzyl ester 1-(tert-butyl) ester C(C)(C)(C)OC(=O)N1[C@H](C[C@@H](C1)CC1=CC(=C(C=C1)Cl)Br)C(=O)OCC1=CC=CC=C1